C(C)(C)(C)C1N2C(C3=CC(=C(C=C3C1)C=1C=NNC1)OC)=CC(C(=C2)C(=O)OCC)=O Ethyl 6-tert-butyl-10-methoxy-2-oxo-9-(1H-pyrazol-4-yl)-6,7-dihydro-2H-pyrido[2,1-a]isoquinoline-3-carboxylate